BrC1=CN=C2C(=N1)SC(=C2)C(O)C2CC(C2)(F)F (3-bromothieno[2,3-b]pyrazin-6-yl)(3,3-difluorocyclobutyl)methanol